aluminum, fluoride salt [F-].[Al+3].[F-].[F-]